O=C1C2(CCN(C2)C=2C=C(NCCCCCC(=O)OC(C)(C)C)C=CC2)CCCC(N1)=O tert-Butyl 6-[3-(6,8-dioxo-2,7-diazaspiro[4.6]undecan-2-yl)anilino]hexanoate